ClC1N(C2=CC=CC=C2C=C1)CC1=CC=CC2=CC=CC=C12 chloro-N-(1-naphthylmethyl)quinoline